(S)-2-chloro-N-(5-cyano-2-((oxetan-2-ylmethyl)amino)phenyl)acetamide ClCC(=O)NC1=C(C=CC(=C1)C#N)NC[C@H]1OCC1